2,6-diphenyl-4-(4-Nitrophenyl)pyridine methyl-2-formyl-1H-indole-5-carboxylate COC(=O)C=1C=C2C=C(NC2=CC1)C=O.C1(=CC=CC=C1)C1=NC(=CC(=C1)C1=CC=C(C=C1)[N+](=O)[O-])C1=CC=CC=C1